C1(C=CC(N1C1CC(NC(C1)(C)C)(C)C)=O)=O 4-Maleimido-2,2,6,6-tetramethylpiperidin